IC1=CC(=NC(=C1)N1CCOCC1)NC1(CC1)CO (1-[[4-iodo-6-(morpholin-4-yl)pyridin-2-yl]amino]cyclopropyl)methanol